FC=1C=C(C(=NC1)C=1SC=NN1)C1CCNCC1 2-[5-fluoro-3-(4-piperidyl)-2-pyridyl]-1,3,4-thiadiazole